C(C)(=O)[O-].C(C)(=O)[O-].[Mn+2].CNCC(=O)O methyl-glycine manganese diacetate